ClC=1C=2C(N=C3N(C2C=CC1)C1=CC(=CC=C1C3(C)C)C3CCN(CC3)CC31CC(C3)(C1)C(=O)OC)=O methyl 3-((4-(4-chloro-7,7-dimethyl-5-oxo-5,7-dihydroindolo[1,2-a]quinazolin-10-yl)piperidin-1-yl)methyl)bicyclo[1.1.1]pentane-1-carboxylate